N[C@H]1CS(C2=C(N(C1=O)CC1=CC=C(C=C1)Cl)C=C(C(=C2)F)C2=CN=NC(=C2)OC)(=O)=O (3R)-3-amino-5-[(4-chlorophenyl)methyl]-8-fluoro-7-(6-methoxypyridazin-4-yl)-1,1-dioxo-2,3-dihydro-1λ6,5-benzothiazepine-4-One